CC1=CC(=CO1)C=1N=C2C(=NC1)N=C(S2)N 6-(5-methyl-3-furyl)thiazolo[4,5-b]pyrazin-2-amine